OCC1=CC(=NC=N1)C1=CN=C2N1N=C(C=C2)N[C@H](C)C2=C(C=CC(=C2)F)O (R)-3-(6-hydroxymethylpyrimidin-4-yl)-N-(1-(5-fluoro-2-hydroxyphenyl)ethyl)imidazo[1,2-b]pyridazin-6-amine